diglycerin dicaprate OC(=O)CCCCCCCCC.OC(=O)CCCCCCCCC.OCC(O)CO.OCC(O)CO